C1(=CC=CC2=CC=CC=C12)\C=C/1\C(=O)OCC1(C)C (E)-2-(naphthalen-1-ylmethylene)-3,3-dimethylbutyrolactone